C(#N)C=1C=NN2C1C(=CC(=C2)C=2C=NN(C2C)C2CCC(CC2)N(C(OC(C)(C)C)=O)C)O t-Butyl N-[4-[4-(3-cyano-4-hydroxy-pyrazolo[1,5-a]pyridin-6-yl)-5-methyl-pyrazol-1-yl]cyclohexyl]-N-methyl-carbamate